CN(C(C[C@]1(OB(OC(C1)=O)[C@H](CC(C)C)NC([C@H](CC1=CC=CC=C1)NC(=O)C1=NC=CN=C1)=O)C(=O)O)=O)C (R)-4-(2-(dimethylamino)-2-oxoethyl)-2-((R)-3-methyl-1-((S)-3-phenyl-2-(pyrazine-2-carboxamido)propanamido)butyl)-6-oxo-1,3,2-dioxaborinane-4-carboxylic acid